2-((2-((3-chloro-6,7,7a,8,10,11-hexahydro-9H-pyrazino[1,2-d]pyrido[3,2-b][1,4]oxazepin-9-yl)sulfonyl)ethoxy)methyl)azetidin ClC1=CC=2OCCC3N(C2N=C1)CCN(C3)S(=O)(=O)CCOCC3NCC3